N-propyl-2-thiophenecarboxamide hydrochloride Cl.C(CC)NC(=O)C=1SC=CC1